(Z)-2-(5-chloro-1H-indol-3-yl)-3-(4-(dimethylamino)pyridin-3-yl)-acrylonitrile ClC=1C=C2C(=CNC2=CC1)/C(/C#N)=C/C=1C=NC=CC1N(C)C